5,6-Dichloro-3-iodo-1H-pyrazolo[4,3-b]pyridine ClC1=C(C=C2C(=N1)C(=NN2)I)Cl